BrC1=C(CN(C(OC(C)(C)C)=O)C2=CC(=CC=C2)CO[Si](C2=CC=CC=C2)(C2=CC=CC=C2)C(C)(C)C)C=C(C=C1)CBr Tert-butyl (2-bromo-5-(bromomethyl)benzyl)(3-(((tert-butyldiphenylsilyl)oxy)methyl)phenyl)carbamate